P(=O)(O[C@H]1CN([C@@H](C1)C(N[C@@H](C)C1=CC=C(C=C1)C1=C(N=CS1)C)=O)C([C@H](C(C)C)C1=CC(=NO1)OCC=O)=O)(O)O (3R,5S)-1-((R)-3-methyl-2-(3-(2-oxoethoxy)isoxazol-5-yl)butanoyl)-5-(((S)-1-(4-(4-methylthiazol-5-yl)phenyl)ethyl)carbamoyl)pyrrolidin-3-yl dihydrogen phosphate